2-(2-(methylsulfonyl)vinyl)thiophene CS(=O)(=O)C=CC=1SC=CC1